3-(3-(2-cyclopropylphenyl)-4-thiazolinonyl)-N-(4-phenylbutyl)benzamide C1(CC1)C1=C(C=CC=C1)N1C(SC=C1C=1C=C(C(=O)NCCCCC2=CC=CC=C2)C=CC1)=O